ClCC(=O)N1CCC(CC1)N1N=C(C2=CNC=3N=CN=C1C32)NC3=CC=C(C=C3)OC3=CC=CC=C3 2-Chloro-1-(4-(3-((4-phenoxyphenyl)amino)-1,4,5,6,8-pentazaacenaphthylen-5(1H)-yl)piperidin-1-yl)ethan-1-one